(2R,3S)-N,N-BIS(4-METHOXYBENZYL)-3-METHYL-1-(THIOPHEN-2-YL)HEX-5-ENE-2-SULFONAMIDE COC1=CC=C(CN(S(=O)(=O)[C@H](CC=2SC=CC2)[C@H](CC=C)C)CC2=CC=C(C=C2)OC)C=C1